CC1=C(C(=O)O)C(=CC(=C1)C)C 2,4,6-Trimethylbenzoic acid